ClC=1C=C2C3=C(NC2=CC1Cl)C(CCCC3)N 2,3-Dichloro-5,6,7,8,9,10-hexahydrocyclohepta[b]indol-6-amine